C(#N)[C@H](C[C@H]1C(NCC1)=O)NC([C@H](CC(C)C)NC(=O)C=1NC2=CC(=CC=C2C1)F)=O N-[(2S)-1-({(1S)-1-cyano-2-[(3S)-2-oxopyrrolidin-3-yl]ethyl}amino)-4-methyl-1-oxopentan-2-yl]-6-fluoro-1H-indole-2-carboxamide